CN1C(C(NC2=CC=CC=C12)=O)=O 4-methyl-1,4-dihydroquinoxaline-2,3-dione